C1C(CC12OCCO2)N2[C@H]1[C@@](CCC2)(CCC1)COC=1N=C(C2=C(N1)C(=CN=C2)F)N2CCOCCC2 2-{[(4aS,7aR)-1-{5,8-dioxaspiro[3.4]octan-2-yl}-octahydro-1H-cyclopenta[b]pyridin-4a-yl]methoxy}-8-fluoro-4-(1,4-oxazepan-4-yl)-pyrido[4,3-d]pyrimidin